ethyl 3-(3-cyanophenyl)-2,3-dibromopropionate C(#N)C=1C=C(C=CC1)C(C(C(=O)OCC)Br)Br